2-methyl-1-(2-methyl-5-(2-((tetrahydro-2H-pyran-4-yl)amino)pyrrolo[2,1-f][1,2,4]triazin-5-yl)-3H-imidazo[4,5-b]pyridin-3-yl)propan-2-ol CC(CN1C(=NC=2C1=NC(=CC2)C=2C=CN1N=C(N=CC12)NC1CCOCC1)C)(C)O